4-ethoxy-N-(2-methyl-2H-pyrazolo[3,4-b]pyridin-5-yl)-2-(3-(methylamino)pyrrolidin-1-yl)pyrimidine-5-carboxamide formate C(=O)O.C(C)OC1=NC(=NC=C1C(=O)NC1=CC=2C(N=C1)=NN(C2)C)N2CC(CC2)NC